6-bromo-4-oxo-1,4-dihydroquinoline-3-carboxylic acid ethyl ester C(C)OC(=O)C1=CNC2=CC=C(C=C2C1=O)Br